N[C@H]([C@H](CNCC1=CC=C(C=C1)C(C)(C)C)O)CC1=CC=CC=C1 (2S,3S)-3-amino-1-((4-(tert-butyl)benzyl)amino)-4-phenylbutan-2-ol